3-cyano-4-((1,3-difluoropropan-2-yl)oxy)benzoic acid C(#N)C=1C=C(C(=O)O)C=CC1OC(CF)CF